[N+](=O)(OCCCCC(C)(C)C1=CC(=C2[C@H]3[C@H](C(OC2=C1)(C)C)CCC(=C3)C)O)[O-] [5-[(6Ar,10aR)-1-hydroxy-6,6,9-trimethyl-6a,7,8,10a-tetrahydrobenzo[c]chromen-3-yl]-5-methylhexyl] nitrate